COC1=C(C=C(C(=C1)I)OC)CC(C)N 1-[2,5-dimethoxy-4-iodophenyl]-2-aminopropane